FC1=C(C=CC(=C1)F)N(C1=C(C(=CC(=C1)F)N)C)C N1-(2,4-difluorophenyl)-5-fluoro-N1,2-dimethylbenzene-1,3-diamine